CC1=CC2=NC=CC=C2S1 2-methylthieno[3,2-b]pyridine